ClC1=CC(=CC=2CN(CCOC21)CC=2C=NC(=NC2)[SH2](=O)C=N)N2C=CC1=CC(=CC=C21)F (5-{[9-chloro-7-(5-fluoroindol-1-yl)-3,5-dihydro-2H-1,4-benzoxazepin-4-yl]methyl}pyrimidin-2-yl)(imino)methyl-lambda6-sulfanone